dihydroxy-4,4'-dimethoxybenzophenone OC=1C(=C(C(=O)C2=CC=C(C=C2)OC)C=CC1OC)O